2-(4,5-Dichloro-6-oxopyridazin-1(6H)-yl)-N-(4-methyl-3-(N-(pyridin-4-ylmethyl)sulfamoyl)phenyl)acetamide ClC=1C=NN(C(C1Cl)=O)CC(=O)NC1=CC(=C(C=C1)C)S(NCC1=CC=NC=C1)(=O)=O